C(C)(=O)N1C(C2=CC=C(C=C2C1)S(NC1CC1)(=O)=O)C(=O)NC1=CC=C(C=C1)C(C(F)(F)F)(C(F)(F)F)O 2-Acetyl-5-(cyclopropylsulfamoyl)-N-[4-(1,1,1,3,3,3-hexafluoro-2-hydroxypropan-2-yl)phenyl]-2,3-dihydro-1H-isoindol-1-carboxamid